5-chloro-N-(4,4-difluorocyclohexyl)-4-(9-fluoro-1-methyl-1,2,3,4-tetrahydrobenzo[4,5]imidazo[1,2-a]pyrimidin-7-yl)pyrimidin-2-amine ClC=1C(=NC(=NC1)NC1CCC(CC1)(F)F)C1=CC2=C(N=C3N2CCCN3C)C(=C1)F